N/C(/[C@H](C)NC(OC(C)(C)C)=O)=N/O tert-butyl (S,E)-(1-amino-1-(hydroxyimino)propan-2-yl)carbamate